BrC=1CC(C=CC1)(O)C=1C(=CC=CC1)O 3-bromo-1,2-biphenol